C1(=CC=CC=C1)[C@H](C)NC(=O)NC1=C(SC2=C1C=CC=C2)C(=O)N ({[(1S)-1-phenylethyl]amino}carbonyl-amino)-1-benzothiophene-2-carboxamide